1-(tetrahydrofuran-3-yl)pyrrolidin O1CC(CC1)N1CCCC1